C(C)(C)(C)OC(=O)N1[C@H](CN(CC1)C(C=C)=O)C (S)-4-acryloyl-2-methylpiperazine-1-carboxylic acid tert-butyl ester